N-(2-(2-((2,4-difluorobenzyl)amino)-5-oxo-5,7-dihydro-6H-pyrrolo[3,4-b]pyridin-6-yl)ethyl)propionamide FC1=C(CNC2=CC=C3C(=N2)CN(C3=O)CCNC(CC)=O)C=CC(=C1)F